4-fluoro-N-(6-((1-methylpiperidin-4-yl)methyl)pyridin-2-yl)benzamide FC1=CC=C(C(=O)NC2=NC(=CC=C2)CC2CCN(CC2)C)C=C1